COCC=1N(C(=CN1)[N+](=O)[O-])COCC[Si](C)(C)C 2-(methoxymethyl)-5-nitro-1-((2-(trimethylsilyl)ethoxy)methyl)-1H-imidazole